zinc methylenedithiocarbamic acid C=NC(S)=S.[Zn]